COC1=CC2=C(NC(=N2)[S@@](=O)CC2=NC=C(C(=C2C)OC)C)C=C1 5-methoxy-2-((S)-((4-methoxy-3,5-dimethyl-2-pyridyl)methyl)sulfinyl)-1H-benzimidazole